C(C)(C)OC1=CC=NC=C1C#N 4-isopropoxynicotinonitrile